2,4-dichloro-7,9-dichloro-Fluoropyrimido[5,4-b]indole ClC=1N=C(C=2NC=3C(=C(C=C(C3C2N1)Cl)Cl)F)Cl